Propynoic acid [(3R,5S)-5-methyl-1-(8-trifluoromethyl-quinolin-5-yl)-piperidin-3-yl]-amide C[C@H]1C[C@H](CN(C1)C1=C2C=CC=NC2=C(C=C1)C(F)(F)F)NC(C#C)=O